COC1=NC=CC=C1C(C(=O)NC(NC)=O)C1=NC=CC(=C1)C(F)(F)F 2-(2-methoxypyridin-3-yl)-N-(methylcarbamoyl)-2-(4-(trifluoromethyl)pyridin-2-yl)acetamide